C1=C(C=CC2=CC=CC=C12)C=C(C#N)C#N 2-(naphthalene-2-ylmethylene)malononitrile